FC1=C(OCC=2C=CC3=C(C(=C(O3)C)C(=O)NC(CO)(C)C)C2)C=CC=C1 5-((2-fluorophenoxy)methyl)-N-(1-hydroxy-2-methylpropan-2-yl)-2-methylbenzofuran-3-carboxamide